CC1=C2C=CC=NC2=C(C(=C1C)C)S(=O)(=O)NC1=C(C=CC=C1)C#CC=1C=CC(=NC1)C(=O)O 5-{2-[2-(5,6,7-trimethylquinoline-8-sulfonamido)phenyl]ethynyl}pyridine-2-carboxylic acid